FCS(=O)(=O)C1=CC=C2C(=CNC2=C1)C1=NC(=NC=C1C(F)(F)F)N[C@@H]1CN(CCC1)C(=O)OC(C)(C)C tert-butyl (3S)-3-[[4-[6-(fluoromethylsulfonyl)-1H-indol-3-yl]-5-(trifluoro methyl)pyrimidin-2-yl]amino]piperidine-1-carboxylate